4-(6-(7-((4-methyl-3-(methylsulfonyl)benzamido)methyl)-1,6-naphthyridin-2-yl)pyridin-2-yl)piperazine-2-carboxamide CC1=C(C=C(C(=O)NCC2=NC=C3C=CC(=NC3=C2)C2=CC=CC(=N2)N2CC(NCC2)C(=O)N)C=C1)S(=O)(=O)C